BrC=1N=C(SC1)C=1C(=NC=CC1)C(=O)N (4-bromothiazol-2-yl)picolinamide